[2H]C(C(OS(=O)(=O)C)([2H])[2H])([2H])N(C1=CC2=C(N(C(=N2)CC[C@@H](C(=O)OC)NC(=O)OC(C)(C)C)C)C=C1)C(C([2H])([2H])OS(=O)(=O)C)([2H])[2H] Methyl (2S)-4-[5-[bis(1,1,2,2-tetradeutero-2-methylsulfonyloxy-ethyl)amino]-1-methyl-benzimidazol-2-yl]-2-(tert-butoxycarbonylamino)butanoate